C(C)(C)(C)OC(=O)N1CC2(C1)C(CCC2)=O 5-oxo-2-azaspiro[3.4]octane-2-carboxylic acid tert-butyl ester